COC=1C=C2C(=NC=NC2=CC1OC)CN1CCC(CC1)CCNC(OC(C)(C)C)=O tert-butyl (2-(1-((6,7-dimethoxyquinazolin-4-yl) methyl) piperidin-4-yl)ethyl)carbamate